(S,E)-N-(4-((3-chloro-4-fluorophenyl)amino)-7-((tetrahydrofuran-3-yl)oxy)quinazolin-6-yl)-4-(dimethylamino)but-2-enamide ClC=1C=C(C=CC1F)NC1=NC=NC2=CC(=C(C=C12)NC(\C=C\CN(C)C)=O)O[C@@H]1COCC1